C1=CC=C(C=C1)C(=O)NCCC#N N-(2-cyanoethyl)benzamide